2-(2-(3,8-diazabicyclo[3.2.1]octan-3-yl)ethyl)-7-chloroisoquinolin-1(2H)-one C12CN(CC(CC1)N2)CCN2C(C1=CC(=CC=C1C=C2)Cl)=O